FC(C1=CC=C(CN2CC(CC(C2)C2=CC=C(C=C2)C(F)(F)F)CC(=O)OC)C=C1)(F)F methyl 2-((syn)-1-(4-(trifluoromethyl)benzyl)-5-(4-(trifluoromethyl)phenyl)piperidin-3-yl)acetate